methyl (3R,4S)-4-amino-1-benzyl-pyrrolidine-3-carboxylate N[C@H]1[C@@H](CN(C1)CC1=CC=CC=C1)C(=O)OC